FC(C(=O)O)(F)F.FC(C(=O)O)(F)F.N1(CCC1)C=1C2=C(N=C(N1)C)CN(C2)C(=O)[C@H]2CNCC2 (R)-(4-(azetidin-1-yl)-2-methyl-5,7-dihydro-6H-pyrrolo[3,4-d]pyrimidin-6-yl)(pyrrolidin-3-yl)methanone bistrifluoro-acetate